[(triphenylmethyl)sulfanyl]potassium C1(=CC=CC=C1)C(C1=CC=CC=C1)(C1=CC=CC=C1)S[K]